2,2-Dimethoxymethyl-3-ethyloctane COCC(C)(C(CCCCC)CC)COC